C1(=CC=CC2=CC=CC=C12)C=1C(=CC=2C(C3=CC=CC=C3C2C1)(C1=CC=CC=C1)C1=CC=CC=C1)N 3-(naphthalen-1-yl)-9,9-diphenyl-9H-fluoren-2-amine